phenyl 1-(7-(8-ethyl-7-fluoro-3-hydroxynaphthalen-1-yl)-8-fluoro-2-(((2R,7aS)-2-fluorotetrahydro-1H-pyrrolizin-7a(5H)-yl)methoxy)pyrido[4,3-d]pyrimidin-4-yl)piperidine-4-carboxylate C(C)C=1C(=CC=C2C=C(C=C(C12)C1=C(C=2N=C(N=C(C2C=N1)N1CCC(CC1)C(=O)OC1=CC=CC=C1)OC[C@]12CCCN2C[C@@H](C1)F)F)O)F